tert-butyl-15-oxopentadecanoate C(C)(C)(C)OC(CCCCCCCCCCCCCC=O)=O